ClC=1N(C2=CC=CC=C2C1)Cl dichloro-1H-indole